O=C1N(CCC(N1)=O)C1=NN(C2=CC(=CC=C12)C1CCN(CC1)CC=1C=C(C=CC1)S(=O)(=O)N1C[C@H]([C@H](CC1)NC(OC(C)(C)C)=O)F)C tert-butyl ((3R,4S)-1-((3-((4-(3-(2,4-dioxotetrahydropyrimidin-1(2H)-yl)-1-methyl-1H-indazol-6-yl)piperidin-1-yl)methyl)phenyl)sulfonyl)-3-fluoropiperidin-4-yl)carbamate